1-(6-(4-(3H-imidazo[4,5-b]pyridin-7-yl)-1H-pyrazol-1-yl)pyridin-3-yl)-1-(1-ethylazetidin-3-yl)-2,2,2-trifluoroethanol N1=CNC2=NC=CC(=C21)C=2C=NN(C2)C2=CC=C(C=N2)C(C(F)(F)F)(O)C2CN(C2)CC